benzotriazolene N1N=NC2=C1C=CC=C2